OC(C(=O)C1=CC=C(C=C1)OCCO)(C)C Hydroxy-1-(4-(2-hydroxyethoxy)phenyl)-2-methyl-1-propanone